4-(3-Aminoazepan-1-yl)-2-cyclobutyl-phthalazin-1(2H)-one-hydrochloride Cl.NC1CN(CCCC1)C1=NN(C(C2=CC=CC=C12)=O)C1CCC1